BrC=1C=C(N)C=C(C1)S(F)(F)(F)(F)F 3-bromo-5-(pentafluoro-λ6-sulfanyl)aniline